Cl.C(#N)C=1C=NN2C1C(=CC(=C2)C=2C=NN(C2)C2CCNCC2)C=2C=CC(=NC2)N2CCC(CC2)(C(=O)NC(C)C)CC 1-[5-[3-cyano-6-[1-(4-piperidyl)pyrazol-4-yl]pyrazolo[1,5-a]pyridin-4-yl]-2-pyridyl]-4-ethyl-N-isopropyl-piperidine-4-carboxamide hydrochloric acid salt